5,7-dihydroxy-4H-benzopyran-4-one OC1=CC(=CC2=C1C(C=CO2)=O)O